methyl 3',6'-dibromo-3-oxo-3H-spiro[isobenzofuran-1,9'-xanthene]-6-carboxylate BrC=1C=CC=2C3(C4=CC=C(C=C4OC2C1)Br)OC(C1=CC=C(C=C13)C(=O)OC)=O